C1=CC=C2C(=C1)C=CC(=C2C3=C(C=CC4=CC=CC=C43)O)N (S)-2-amino-2'-hydroxy-1,1'-binaphthyl